5-(4-(2-(2-(2,6-dioxopiperidin-3-yl)-1-oxoisoindol-4-yl)ethyl)-1H-pyrazol-1-yl)pentanamide O=C1NC(CCC1N1C(C2=CC=CC(=C2C1)CCC=1C=NN(C1)CCCCC(=O)N)=O)=O